(7S)-2-[(5-fluoro-2-methoxyphenyl)(hydroxy)methyl]-3-[(1R,3R)-3-(methoxycarbonyl)cyclohexyl]-7-methyl-3H,6H,7H,8H,9H-imidazo[4,5-f]quinoline-6-carboxylic acid methyl ester COC(=O)N1[C@H](CCC2=C3C(=CC=C12)N(C(=N3)C(O)C3=C(C=CC(=C3)F)OC)[C@H]3C[C@@H](CCC3)C(=O)OC)C